FC=1C(=C(C=CC1F)C1COC(C1C)(C)C)OC 3-(3,4-difluoro-2-methoxy-phenyl)-4,5,5-trimethyl-tetrahydrofuran